N-[2-(1,4-cyclohexadienyl)ethyl]acetamide C1(=CCC=CC1)CCNC(C)=O